2-methoxy-4-nitro-N-[2-(prop-2-yn-1-yl)cyclohexyl]benzamide COC1=C(C(=O)NC2C(CCCC2)CC#C)C=CC(=C1)[N+](=O)[O-]